(2R)-2-(6-{5-chloro-2-[(tetrahydro-2H-pyran-4-yl)amino]pyrimidin-4-yl}-1-oxo-2,3-dihydro-1H-isoindol-2-yl)-N-[(S)-1-(3-fluoro-5-methoxyphenyl)-2-hydroxyethyl]propionamide ClC=1C(=NC(=NC1)NC1CCOCC1)C1=CC=C2CN(C(C2=C1)=O)[C@@H](C(=O)N[C@H](CO)C1=CC(=CC(=C1)OC)F)C